C1(CC1)C1=CC=C(C=N1)COC1=NN=C(S1)NC(=O)C1=C(C=NC=C1)C1=C(C=CC=C1)OC N-[5-[(6-cyclopropylpyridin-3-yl)methoxy]-1,3,4-thiadiazol-2-yl]-3-(2-methoxyphenyl)pyridine-4-carboxamide